5-bromo-4-(bromomethyl)-1-methyl-1H-indazole BrC=1C(=C2C=NN(C2=CC1)C)CBr